CCCC1=CNC(=O)NC1=O 5-N-propyluracil